2-[(2-bromophenyl)sulfanyl]acetic acid BrC1=C(C=CC=C1)SCC(=O)O